5-(tert-Butyl) 6-methyl (S)-3,4,6,7-tetrahydro-5H-imidazo[4,5-c]pyridine-5,6-dicarboxylate N1=CNC=2CN([C@@H](CC21)C(=O)OC)C(=O)OC(C)(C)C